FCC1=C(CN)C(=CC(=C1)CF)CF 2,4,6-trifluoromethyl-benzylamine